C(C)N1C(C(=NC=C1)CC(=O)N1C(CC(C1)F)C(=O)NC(C1=CC=CC=C1)C1=NC(=C(C=C1)C(C)C)F)=O 1-[2-(4-ethyl-3-oxo-3,4-dihydropyrazin-2-yl)acetyl]-4-fluoro-N-{[6-fluoro-5-(propan-2-yl)pyridin-2-yl](phenyl)methyl}pyrrolidine-2-carboxamide